ClC=1C=C(C(=C(C1)S(=O)(=O)NC1=C(C(=C(C=C1)F)C#CC=1C=NC(=NC1)NCC)F)OC)CO 5-chloro-N-(3-((2-(ethylamino)pyrimidin-5-yl)ethynyl)-2,4-difluorophenyl)-3-(hydroxymethyl)-2-methoxybenzenesulfonamide